Methyl 4-bromo-2-((2-fluorophenyl) amino)-1-methyl-6-oxo-1,6-dihydropyridine-3-carboxylate BrC=1C(=C(N(C(C1)=O)C)NC1=C(C=CC=C1)F)C(=O)OC